N-{[3-({5-ethynyl-7-methoxypyrido[2,3-d]pyrimidin-2-yl}amino)phenyl]methyl}-N-methylacetamide C(#C)C1=CC(=NC=2N=C(N=CC21)NC=2C=C(C=CC2)CN(C(C)=O)C)OC